ClC=1C=C2C=C(CN(C2=NC1Cl)C=1C(=NC=CC1SC)C(C)C)[N+](=O)[O-] 6,7-dichloro-1-(2-isopropyl-4-(methylthio)pyridin-3-yl)-3-nitro-1,8-naphthyridine